C12C3=C(C(CC1C(=O)[O-])C2C(=O)[O-])C=CC=C3.[Ni+2] nickel benzonorbornene-2,3-dicarboxylate